2-hydroxyethyl (2-acetoxyethyl) terephthalate C(C1=CC=C(C(=O)OCCOC(C)=O)C=C1)(=O)OCCO